(3-((R)-1-(((R)-tert-butylsulfinyl)amino)ethyl)-5-(difluoromethyl)-4-fluorophenyl)carbamic acid tert-butyl ester C(C)(C)(C)OC(NC1=CC(=C(C(=C1)C(F)F)F)[C@@H](C)N[S@](=O)C(C)(C)C)=O